(7-ethoxy-6-methoxy-1-(2-(5-methoxy-7-morpholino-1H-indol-3-yl)ethyl)-3,4-dihydroisoquinolin-2(1H)-yl)(morpholinyl)methanone C(C)OC1=C(C=C2CCN(C(C2=C1)CCC1=CNC2=C(C=C(C=C12)OC)N1CCOCC1)C(=O)N1CCOCC1)OC